CN1C(=NN=C1)C1=C(C=CC(=C1)C#N)C1=CC(=CC=C1)C1=NC2=C(N1)C=CC=C2C(F)(F)F 2-(4-methyl-4H-1,2,4-triazol-3-yl)-3'-(4-(trifluoromethyl)-1H-benzo[d]imidazol-2-yl)-[1,1'-biphenyl]-4-carbonitrile